(2S)-2-[(4-nitro-1H-pyrazol-1-yl)methyl]morpholine hydrochloride Cl.[N+](=O)([O-])C=1C=NN(C1)C[C@@H]1CNCCO1